5-(5-(4-((3-hydroxypiperidin-1-yl)methyl)phenyl)-1-tosyl-1H-pyrrolo[2,3-b]pyridin-3-yl)-2-methoxybenzonitrile OC1CN(CCC1)CC1=CC=C(C=C1)C=1C=C2C(=NC1)N(C=C2C=2C=CC(=C(C#N)C2)OC)S(=O)(=O)C2=CC=C(C)C=C2